2-bromon-butanoyl bromide BrC(C(=O)Br)CC